N-[3-[2-methyl-6-(1-methylpyrazol-4-yl)-1-oxoisoquinolin-4-yl]phenyl]methanesulfonamide CN1C(C2=CC=C(C=C2C(=C1)C=1C=C(C=CC1)NS(=O)(=O)C)C=1C=NN(C1)C)=O